(1S)-6-fluoro-spiro[indan-2,4'-piperidine]-1-amine hydrochloride Cl.FC1=CC=C2CC3(CCNCC3)[C@@H](C2=C1)N